5-benzyl-N-(4-(5-butoxy-2-methylphenyl)pyridin-2-yl)-4H-1,2,4-triazole-3-carboxamide C(C1=CC=CC=C1)C=1NC(=NN1)C(=O)NC1=NC=CC(=C1)C1=C(C=CC(=C1)OCCCC)C